C(C)(C)(C)OC(=O)N1CCC(CC1)C=1N=C2N(C=C(C=C2F)C=2C=C(C=3N(C2)C=C(N3)C)C)C1 4-[6-(2,8-dimethylimidazo[1,2-a]pyridin-6-yl)-8-fluoro-imidazo[1,2-a]pyridin-2-yl]piperidine-1-carboxylic acid tert-butyl ester